COC1=C(C=CC=C1)C1=CC(=NN1)CN (5-(2-methoxyphenyl)-1H-pyrazol-3-yl)methylamine